OC[C@H](C1=CC=CC=C1)NC1=NC(=NC=C1C1=NNC(=C1)C)NC1=CC=C2CC(N(CC2=C1)C)=O 7-[[4-[[(1S)-2-hydroxy-1-phenyl-ethyl]amino]-5-(5-methyl-1H-pyrazol-3-yl)pyrimidin-2-yl]amino]-2-methyl-1,4-dihydroisoquinolin-3-one